[C@H]12CNC[C@@H]2C1CCO 2-((1S,5R,6R)-3-azabicyclo[3.1.0]Hex-6-yl)ethanol